5-((tetrahydro-2H-pyran-3-yl)amino)pyridin-2(1H)-one O1CC(CCC1)NC=1C=CC(NC1)=O